isodecanic acid C(CCCCCCC(C)C)(=O)O